6-Ethyl-trimethyl-1,2,3,7,8,8a-hexahydronaphthalene C(C)C1=CC2=CCC(C(C2CC1)(C)C)C